C(C1=CC=CC=C1)OC=1C=C(C#N)C=C(C1C(=O)N1CC2=CC=C(C=C2C1)O[C@H]1CN(CC1)C)O (R)-3-(Benzyloxy)-5-hydroxy-4-(5-((1-methylpyrrolidin-3-yl)oxy)isoindoline-2-carbonyl)benzonitrile